FC1=C(C2=C(N(C(N2C)=O)C2C(NC(CC2)=O)=O)C=C1)N1CC(C1)O 3-[5-Fluoro-4-(3-hydroxyazetidin-1-yl)-3-methyl-2-oxo-benzimidazol-1-yl]piperidine-2,6-dione